OC1=C(C(=C(C(=O)N2CC3=CC(=CC(=C3C2)N(C(\C=C\CN(C)C)=O)C)C)C(=C1)O)C)C (E)-N-[2-(4,6-Dihydroxy-2,3-dimethyl-benzoyl)-6-methyl-isoindolin-4-yl]-4-(dimethylamino)-N-methyl-but-2-enamide